COC(=O)C1=NC(=NC=C1C#CC1=C(C(=CC(=C1F)OC)OC)F)SC 5-((2,6-difluoro-3,5-dimethoxyphenyl)ethynyl)-2-(methylthio)pyrimidine-4-carboxylic acid methyl ester